C=12OC(COCCOCCOCCOCCOC2=CC=CC1)(C#N)C#N 2,5,8,11,14,17-Hexaoxabicyclo[16.4.0]docosa-1(22),18,20-triene-3,3-dicarbonitrile